3-[(cyclopentylamino)methyl]-1-[(2-fluorophenyl)methyl]-6-methoxy-1H-indole-2-carboxylic acid C1(CCCC1)NCC1=C(N(C2=CC(=CC=C12)OC)CC1=C(C=CC=C1)F)C(=O)O